3-bromo-1-(4-(methoxymethoxy)phenyl)-1H-1,2,4-triazole BrC1=NN(C=N1)C1=CC=C(C=C1)OCOC